imidazobenzothiophene N1=CN=C2C1=C1C(=CCS1)C=C2